C(C=C)C1=C(SC(=C1)C1=CC=C(C=C1)C1CCN(CC1)C(C)C)C(=O)N1C[C@H](CC1)N (S)-(3-allyl-5-(4-(1-isopropylpiperidin-4-yl)phenyl)thiophen-2-yl)(3-aminopyrrolidin-1-yl)methanone